C1(=CC=CC=C1)C1=C(NC=2C1=NC=CC2)C2=C(C=NC=C2)OC[C@H]2N(CCC2)C(\C=C\C)=O (2E)-1-[(2S)-2-({[4-(3-phenyl-1H-pyrrolo[3,2-b]pyridin-2-yl)pyridin-3-yl]oxy}methyl)pyrrolidin-1-yl]but-2-en-1-one